ClCC1=CC(=C2CN(C(C2=C1)=O)C1=NC(=CC(=C1)C=1N(N=CC1C1=NN=CN1C)C)C1CC1)C(F)(F)F 6-(chloromethyl)-2-{6-cyclopropyl-4-[2-methyl-4-(4-methyl-1,2,4-triazol-3-yl)pyrazol-3-yl]pyridin-2-yl}-4-(trifluoromethyl)-3H-isoindol-1-one